C(C)(C)(C)OC(=O)S1C=NC2=C1CC1(CCNCC1)[C@@H]2N[S@](=O)C(C)(C)C (4S)-4-[[(R)-2-methylpropan-2-sulfinyl]amino]-4,6-dihydrospiro[cyclopenta[d][1,3]thiazole-5,4-piperidine]-1-carboxylic acid tert-butyl ester